(1-isopropyl-1H-pyrazol-5-yl)methyl methanesulfonate CS(=O)(=O)OCC1=CC=NN1C(C)C